CC1=C(C(=O)NC2(CC2)C=2C=3C4=C(C(N(C4=CC2)C)=O)C=CC3)C=C(C=C1)N1CCN(CC1)C 2-methyl-N-(1-(1-methyl-2-oxo-1,2-dihydrobenzo[cd]indol-6-yl)cyclopropyl)-5-(4-methylpiperazin-1-yl)benzamide